(3-Fluoro-phenyl)-boronic acid FC=1C=C(C=CC1)B(O)O